phenazine-1-carboxylic acid C1(=CC=CC2=NC3=CC=CC=C3N=C12)C(=O)O